C(C)(C)(C)OC(=O)NCCOCCOCC(=O)OCC Ethyl 2-[2-[2-(tert-butoxycarbonylamino)ethoxy]ethoxy]acetate